ClC1=CC2=C(N=N1)N(C=C2)CCN2CCOCC2 4-(2-{3-chloro-7H-pyrrolo[2,3-c]pyridazin-7-yl}ethyl)morpholine